2-cyclohexyl-2-(3,3-difluorobutyl)-1,3-dimethoxypropane C1(CCCCC1)C(COC)(COC)CCC(C)(F)F